N-(4-(N-(3,5-difluorobenzyl)-N-(4-fluorobenzyl)sulfamoyl)phenyl)-2-(pyridin-4-yl)cyclopropane-1-carboxamide FC=1C=C(CN(S(=O)(=O)C2=CC=C(C=C2)NC(=O)C2C(C2)C2=CC=NC=C2)CC2=CC=C(C=C2)F)C=C(C1)F